The molecule is an imidazolidinone that is imidazolidine which is substituted by oxo groups at positions 2, 4 and 5. It has a role as a human metabolite. It is an imidazolidinone and a hydracid. It derives from a hydride of an imidazolidine. C1(=O)C(=O)NC(=O)N1